1-(1-((5-(4-(3-morpholinoprop-1-yn-1-yl)phenyl)isoxazol-3-yl)methyl)-1H-imidazol-2-yl)ethan-1-ol O1CCN(CC1)CC#CC1=CC=C(C=C1)C1=CC(=NO1)CN1C(=NC=C1)C(C)O